COC1=CC=C(C2=C1NC(=N2)NC(=O)C=2N=C(NC2)C2=CC=NC=C2)C2=CC=CC=C2 N-(7-methoxy-4-phenyl-1H-1,3-benzodiazol-2-yl)-2-(pyridin-4-yl)-1H-imidazole-4-carboxamide